2-p-fluorobenzylethynyl-benzamide FC1=CC=C(CC#CC2=C(C(=O)N)C=CC=C2)C=C1